tert-butyl 9-bromo-2,3-dihydropyrido[3,4-f][1,4]oxazepine-4(5H)-carboxylate BrC1=CN=CC=2CN(CCOC21)C(=O)OC(C)(C)C